1-butyryl-N-((4-(2-methylbenzamido)naphthalen-1-yl)sulfonyl)pyrrolidine-2-carboxamide C(CCC)(=O)N1C(CCC1)C(=O)NS(=O)(=O)C1=CC=C(C2=CC=CC=C12)NC(C1=C(C=CC=C1)C)=O